NCCC=1C=CC(=NC1)C1=C(C=C(C#N)C=C1)CC=1C(=NN(C1)C1=NC=CC=C1)C 4-[5-(2-aminoethyl)pyridin-2-yl]-3-[(3-methyl-1-pyridin-2-ylpyrazol-4-yl)methyl]benzonitrile